BC1=CC=CC=C1 boratoluene